1-Cyclopropyl-2-(4-(trifluoromethyl)pyrimidin-5-yl)-1H-benzo[d]imidazol C1(CC1)N1C(=NC2=C1C=CC=C2)C=2C(=NC=NC2)C(F)(F)F